COC1=C(C=C2CCNC(C2=C1)\C=C\C1=CN(C2=NC=C(C=C21)OC)C)OCC=2C=NC=CC2 7-methoxy-1-[(E)-2-(5-methoxy-1-methyl-1H-pyrrolo[2,3-b]pyridin-3-yl)ethenyl]-6-[(pyridin-3-yl)methoxy]-1,2,3,4-tetrahydroisoquinoline